ClC=1C=CC(=C(C=O)C1)OC[C@H]1OC1 (S)-5-chloro-2-(oxiran-2-ylmethoxy)benzaldehyde